C1(=CC=CC=C1)C(C1=CC=CC=C1)(C1=CC=CC=C1)C1=CC=CC=CCCCCCC1 triphenylmethylcyclododecatriene